ethyl (Z)-3-(4-bromothiazol-2-yl)-2-fluoroacrylate BrC=1N=C(SC1)\C=C(\C(=O)OCC)/F